C1C=2C(CO1)=CC1=CC=3C(=COC3)C=C1C2 1H,3H-naphtho[2,3-c:6,7-c']difuran